C1(CC1)C(=O)N1C2CN(CC1CC2)C2=NC=NN1C2=CC(=C1)C=1N=CN(C1)C Cyclopropyl(3-(6-(1-methyl-1H-imidazol-4-yl)pyrrolo[2,1-f][1,2,4]triazin-4-yl)-3,8-diazabicyclo[3.2.1]octan-8-yl)methanone